ClC1=C(C=C(C=C1)[N+](=O)[O-])CN(C)C 1-(2-chloro-5-nitrophenyl)-N,N-dimethylmethylamine